ClC=1C(=CC(=NC1)OC)C1=CC(=NN1)C(=O)N1CCC(CC1)C(=O)NC1CN(CC2=CC=CC=C12)C (5-(5-chloro-2-methoxypyridin-4-yl)-1H-pyrazole-3-carbonyl)-N-(2-methyl-1,2,3,4-tetrahydroisoquinolin-4-yl)piperidine-4-carboxamide